Fmoc-O-benzyl-D-serine C1=CC=C(C=C1)COC[C@H](C(=O)O)NC(=O)OCC2C3=CC=CC=C3C4=CC=CC=C24